FC1=C(C=C(C=C1)C)NC(N)=O 3-(2-fluoro-5-methylphenyl)urea